4-((5-(1,6-dimethyl-1H-pyrazolo[3,4-b]pyridin-4-yl)-7,7-dimethyl-4,5,6,7-tetrahydro-1H-pyrazolo[4,3-c]pyridin-1-yl)methyl)bicyclo[2.2.2]octan-1-amine CN1N=CC=2C1=NC(=CC2N2CC1=C(C(C2)(C)C)N(N=C1)CC12CCC(CC1)(CC2)N)C